1-(4-fluoro-benzyl)-3-(4-isobutoxy-benzyl)-1-(9-methyl-3-oxa-9-aza-bicyclo[3.3.1]Non-7-yl)-urea FC1=CC=C(CN(C(=O)NCC2=CC=C(C=C2)OCC(C)C)C2CC3COCC(C2)N3C)C=C1